FC(C(C(F)(F)F)(C1=CC(=C(N)C=C1)C(F)(F)F)F)(F)F 4-(perfluoropropan-2-yl)-2-trifluoromethylaniline